[Na+].C(C)(C)(C)C=1C(=C(C(=O)[O-])C=C(C1O)C(C)(C)C)C 3,5-di-tert-butyl-4-hydroxy-2-methylbenzoic acid, sodium salt